2-(azepan-1-yl)-6-[(2,4-dimethoxyphenyl)methylamino]Pyridine-3-carboxylic acid methyl ester COC(=O)C=1C(=NC(=CC1)NCC1=C(C=C(C=C1)OC)OC)N1CCCCCC1